bis(1-methoxy-2-propyl)maleate COCC(C)/C(=C(/C(=O)[O-])\C(COC)C)/C(=O)[O-]